O(C)C1=C(OC=2SC3=C(N2)C=CC=C3)C=CC(=C1)CCC(N1CCCC1)C1=CC=CC=C1 2-methoxyl-4-[3-phenyl-3-(pyrrolidin-1-yl)propyl]phenoxyl-1,3-benzothiazole